(±)-7-bromo-9-fluoro-4-methyl-2,3,4,5-tetrahydro-1,6-dioxa-3a-azaphenalene BrC1=C2OC[C@H](N3CCOC(C(=C1)F)=C32)C |r|